t-Butyl (S,E)-(4-(2-cyano-4-(3-fluoro-2-(1-methyl-3-(trifluoromethyl)-1H-pyrazol-4-yl)phenyl)-4,7-dihydrothieno[2,3-c]pyridin-6(5H)-yl)-4-oxobut-2-en-1-yl)(methyl)carbamate C(#N)C1=CC2=C(CN(C[C@H]2C2=C(C(=CC=C2)F)C=2C(=NN(C2)C)C(F)(F)F)C(/C=C/CN(C(OC(C)(C)C)=O)C)=O)S1